ClC[C@@H]1[C@H](C1)B(O)O (1S,2S)-2-(CHLOROMETHYL)CYCLOPROPYLBORONIC ACID